BrCN1C(C(=NC2=C(C(=CC=C12)F)F)C)=O (bromomethyl)-5,6-difluoro-3-methylquinoxalin-2(1H)-one